C(C)(C)(C)C1N(CC(C1NS(=O)(=O)C1=CC=C(C=C1)C)OCCC1=CC=C(C=C1)C(F)(F)F)C(=O)[O-].C(CCCCCCCCCCCCCCCCC)(=O)C(N(C)C)C(=O)O.[Na+] sodium stearoyl-dimethylglycine trans-tert-butyl-3-((4-methylphenyl)sulfonamido)-4-(4-(trifluoromethyl)phenethoxy)pyrrolidine-1-carboxylate